6-(3-((1-(3-methoxyphenyl)cyclopropyl)glycyl)-3,8-diazabicyclo[3.2.1]octan-8-yl)nicotinonitrile COC=1C=C(C=CC1)C1(CC1)NCC(=O)N1CC2CCC(C1)N2C2=NC=C(C#N)C=C2